C(C)(C)(C)OC(=O)N1[C@H]2CC(C[C@@H]1CC2)NC(=O)OCC(Cl)(Cl)Cl.BrC=2SC(=C(N2)C2COCC2)C 2-bromo-5-methyl-4-(tetrahydrofuran-3-yl)thiazole Tert-butyl-(1R,3r,5S)-3-[[(2,2,2-trichloroethoxy)carbonyl]amino]-8-azabicyclo[3.2.1]octane-8-carboxylate